3-[6-[(5-chloro-2-fluoro-pyrimidin-4-yl)amino]indol-1-yl]-N-methyl-propanamide ClC=1C(=NC(=NC1)F)NC1=CC=C2C=CN(C2=C1)CCC(=O)NC